ClC1=NC=CC(=N1)NC1=C(N=NC2=C(C=CC=C12)C)C N-(2-chloropyrimidin-4-yl)-3,8-dimethylcinnolin-4-amine